NCCCCCCCCCCCCCCCCN 1,16-Diaminohexadecane